ClC1=C(C=CC=C1)NC(NC=1C=NN(C1)C=1C=C(SC1)C(=O)NC1(COC1)C)=O 4-(4-(3-(2-chlorophenyl)ureido)-1H-pyrazol-1-yl)-N-(3-methyloxetan-3-yl)thiophene-2-carboxamide